2-acetamido-3-(5-fluoro-1H-indol-3-yl)propanoic acid C(C)(=O)NC(C(=O)O)CC1=CNC2=CC=C(C=C12)F